COC(=O)C=1C(=NC(=NC1)NC1=CC=C(C=C1)C(NOC)=O)NC1=C(C=CC=C1)P(=O)(C)C 4-((2-(Dimethylphosphoryl)phenyl)amino)-2-((4-(methoxycarbamoyl)phenyl)amino)pyrimidine-5-carboxylic acid methyl ester